ClC=1C(=C(C(=O)NC=2C=NC(=CC2)OC)C=CC1C(F)(F)F)NC1=C(C=C(C=C1)F)C 3-chloro-2-((4-fluoro-2-methylphenyl)-amino)-N-(6-methoxypyridin-3-yl)-4-(trifluoromethyl)-benzamide